2-methyl-3-(pyridin-3-yl)benzoic acid-5-d CC1=C(C(=O)O)C=C(C=C1C=1C=NC=CC1)[2H]